O1C(CC1)C1OCCC1 oxetanyl-(oxolane)